2-methanesulfonyl-4-(benzothiophen-3-yl)pyrazolo[1,5-a][1,3,5]Triazine CS(=O)(=O)C1=NC=2N(C(=N1)C1=CSC3=C1C=CC=C3)N=CC2